(R)-2-amino-5-(4-((2-methylpyrrolidin-1-yl)methyl)phenyl)-N-(tetrahydro-2H-pyran-4-yl)Nicotinamide NC1=C(C(=O)NC2CCOCC2)C=C(C=N1)C1=CC=C(C=C1)CN1[C@@H](CCC1)C